P(=O)(O)(O)OC[C@@H]1[C@H](C[C@@H](O1)N1C=NC=2C(N)=NC=NC12)O deoxyadenosine 5'-monophosphate